NC1=NC(=NC(=N1)N)C(Cl)(Cl)Cl 2,4-diamino-6-tri-chloromethyl-s-triazine